C(C1=CC=CC=C1)OC([C@@H](NC)CC1=CNC2=CC=CC=C12)=O N-Methyl-L-tryptophan benzyl ester